dimethylsilyl-bis(ethylindenyl)zirconium difluoride [F-].[F-].C[SiH](C)[Zr+2](C1C(=CC2=CC=CC=C12)CC)C1C(=CC2=CC=CC=C12)CC